(R)-N-(2,5-dimethyl-4-(N-(1-(piperidin-4-yl)ethyl)sulfamoyl)phenyl)acetamide CC1=C(C=C(C(=C1)S(N[C@H](C)C1CCNCC1)(=O)=O)C)NC(C)=O